ethyl 5-((4-chlorophenyl)thio)thiazole-4-carboxylate ClC1=CC=C(C=C1)SC1=C(N=CS1)C(=O)OCC